NC1=C(C=C(C=N1)NC(C(=O)N1C(CCC(C1)C)C=1C=CC2=C(N=C(S2)CCOC)C1)=O)C Racemic-N-(6-amino-5-methylpyridin-3-yl)-2-(2-(2-(2-methoxyethyl)benzo[d]thiazol-5-yl)-5-methylpiperidin-1-yl)-2-oxoacetamide